[O-]S(=O)(=O)C(F)(F)F.C[S+](C1=CC=CC=C1)C dimethylphenyl-sulfonium triflate